C(#N)C1=CC=2N(C=C1)C(=C(N2)C2=CC=1CN(CCC1O2)C(=O)OC(C)(C)C)NC tert-butyl 2-[7-cyano-3-(methylamino)imidazo[1,2-a]pyridin-2-yl]-4H,5H,6H,7H-furo[3,2-c]pyridine-5-carboxylate